tert-butyl ((1s,4s)-4-acetamidocyclohexyl)carbamate C(C)(=O)NC1CCC(CC1)NC(OC(C)(C)C)=O